N-(3-chloro-4-fluorophenyl)-4-(5-hydroxy-5-(3-methyl-3-(4-(trifluoromethyl)-1H-pyrazol-1-yl)but-1-yn-1-yl)octahydropentalen-2-yl)-1-methyl-1H-imidazole-5-carboxamide ClC=1C=C(C=CC1F)NC(=O)C1=C(N=CN1C)C1CC2CC(CC2C1)(C#CC(C)(N1N=CC(=C1)C(F)(F)F)C)O